FC1=CC=C(C=C1)S(=O)(=O)NC=1C=C(C=CC1O)NC(=O)C1=CC=C(C=C1)C1=CC(=CC=C1)S(N)(=O)=O N-(3-((4-fluorophenyl)sulfonylamino)-4-hydroxyphenyl)-3'-sulfamoyl-[1,1'-biphenyl]-4-carboxamide